(2S)-butan-2-amine HCl salt Cl.C[C@@H](CC)N